sodium difluoromethoxypyrazole FC(OC1=NNC=C1)F.[Na]